C(CCCCCCCCCCC)C1=C(O)C(=CC(=C1)O)CCCCCCCCCCCC 2,6-di-n-dodecylhydroquinone